methyl 3-(9-((4-(aminomethyl)-2-(2-((cyclopropylmethyl)amino)-2-oxoethyl)phenyl)carbamoyl)-4,5-dihydrobenzo[b]thieno[2,3-d]oxepin-8-yl)-6-(propylcarbamoyl)picolinate NCC1=CC(=C(C=C1)NC(=O)C1=CC2=C(OCCC3=C2SC=C3)C=C1C=1C(=NC(=CC1)C(NCCC)=O)C(=O)OC)CC(=O)NCC1CC1